2,5-dimethyl-furan-3,4-dicarboxylic acid CC=1OC(=C(C1C(=O)O)C(=O)O)C